6-[2-chloro-4-(trifluoromethyl)phenyl]-2-{[4-(4-methylpiperazin-1-yl)phenyl]amino}imidazo[1,2-a]pyrimido[5,4-e]pyrimidin-5(6H)-one ClC1=C(C=CC(=C1)C(F)(F)F)N1C=2N(C3=C(C1=O)C=NC(=N3)NC3=CC=C(C=C3)N3CCN(CC3)C)C=CN2